C1(CC(C1)CO)CO 1,3-CYCLOBUTANEDIMETHANOL